4-(5-(3,5-dichloro-4-fluorophenyl)-5-(trifluoromethyl)-4,5-dihydroisoxazol-3-yl)-N-(1-ethyl-5-(trifluoromethyl)-1H-1,2,4-triazol-3-yl)-2-methylbenzamide ClC=1C=C(C=C(C1F)Cl)C1(CC(=NO1)C1=CC(=C(C(=O)NC2=NN(C(=N2)C(F)(F)F)CC)C=C1)C)C(F)(F)F